Pyridin bromid [Br-].N1=CC=CC=C1